CC(CC1=CC=CC=C1)(C)OC(CCC)=O.FC=1C=C(C=CC1[N+](=O)[O-])NNC(C1=CC=C(C=C1)OC(F)(F)F)=O 3-fluoro-4-nitro-N'-(4-(trifluoromethoxy)benzoyl)phenylhydrazine 2-methyl-1-phenylpropan-2-yl-butanoate